6-chloro-3-(3,6-dihydro-2H-pyran-4-yl)-8-fluoro-4-isopropylquinoline ClC=1C=C2C(=C(C=NC2=C(C1)F)C=1CCOCC1)C(C)C